CN(C1CC(C1)C(=O)O)C=1C2=C(N=CN1)NC=C2 (1s,3s)-3-(methyl-(7H-pyrrolo[2,3-d]pyrimidin-4-yl)amino)cyclobutane-1-carboxylic acid